N-hydroxy-2-(2-methoxyethoxy)acetamide ONC(COCCOC)=O